[As].[Ni].[Cu] copper-nickel-arsenic